N-(2-amino-2-methylpropyl)-N-methyl-6-(3-methyl-1H-indol-2-yl)pyrazine-2-carboxamide NC(CN(C(=O)C1=NC(=CN=C1)C=1NC2=CC=CC=C2C1C)C)(C)C